BrC=1C(=C(OC2CCC(CC2)CC[C@H](CO)C)C=CC1)C (R)-4-((1r,4S)-4-(3-bromo-2-methylphenoxy)cyclohexyl)-2-methylbutan-1-ol